OC(CNC1=[N+](C=CC(=C1)[N+](=O)[O-])[O-])(C)C 2-((2-hydroxy-2-methylpropyl)amino)-4-nitropyridine-1-oxide